ethyl (E)-2-(2-(3-hydroxypropyl)hydrazono)acetate OCCCN\N=C\C(=O)OCC